N-[(5-cyclopropyl-6-fluoropyridin-2-yl)(phenyl)methyl]-4-fluoro-1-[2-(4-methyl-5-oxo-4,5-dihydro-1H-1,2,4-triazol-3-yl)acetyl]pyrrolidine-2-carboxamide C1(CC1)C=1C=CC(=NC1F)C(NC(=O)C1N(CC(C1)F)C(CC1=NNC(N1C)=O)=O)C1=CC=CC=C1